2-bromo-6-methoxypyridin-3-ol BrC1=NC(=CC=C1O)OC